([1,1'-biphenyl]-4-yl)furan-2(3H)-one C1(=CC=C(C=C1)C1C(OC=C1)=O)C1=CC=CC=C1